5-chloro-N-(1-(methyl-d3)-1H-pyrazol-4-yl)-4-((3aR,6aS)-3a-methylhexahydropyrrolo[3,4-c]pyrrol-2(1H)-yl)pyrimidin-2-amine bis-hydrochloride Cl.Cl.ClC=1C(=NC(=NC1)NC=1C=NN(C1)C([2H])([2H])[2H])N1C[C@@H]2CNC[C@@]2(C1)C